C1(CC1)C1=C(C=CC=C1)C1N(CCN(C1)CC1=CC=C(C=C1)OC)C1CC2(C1)CCN(CC2)C(=O)OC(C)(C)C tert-butyl 2-(2-(2-cyclopropylphenyl)-4-(4-methoxybenzyl) piperazin-1-yl)-7-azaspiro[3.5]nonane-7-carboxylate